COC1=NC(=CC(=C1)C(C(C1=CC=CC=C1)C=1C(=NC2=CC=C(C=C2C1)I)OC)(CCN(C)C)O)OC 2-(2,6-Dimethoxypyridin-4-yl)-4-(dimethylamino)-1-(6-iodo-2-methoxyquinolin-3-yl)-1-phenylbutan-2-ol